C[C@H](CC(=O)OCC)CCCOC1=C(C=CC=C1)CN1C(=NC=C1C)C=1C=NC(=CC1)C(F)(F)F ethyl (S)-3-methyl-6-(2-((5-methyl-2-(6-(trifluoromethyl)pyridin-3-yl)-1H-imidazol-1-yl)methyl)phenoxy)hexanoate